4-(6-methoxypyridin-3-yl)-3,5-dimethylisoxazole COC1=CC=C(C=N1)C=1C(=NOC1C)C